tetraboron silicide [B].[B].[B].[B].[Si]